2,9-dimethyl-3-((1-methyl-1H-pyrazol-4-yl)methyl)-4H,6H-thieno[2,3-e][1,2,4]triazolo[3,4-c][1,4]oxazepine CC1=C(C2=C(N3C(COC2)=NN=C3C)S1)CC=1C=NN(C1)C